C(N)(=N)C=1C=C(SC1)CNC(=O)[C@H]1N(C[C@H](C1)C1=CC=CC=C1)C(CNC(C1=CC=C(C=C1)OC1=CC=CC=C1)=O)=O (2S,4R)-N-((4-carbamimidoylthiophen-2-yl)methyl)-1-((4-phenoxybenzoyl)glycyl)-4-phenylpyrrolidine-2-carboxamide